C1(CC1)C1=NC(=NO1)C1C[C@@H]2[C@@H](CNC2)C1 (3aR,5s,6aS)-5-(5-Cyclopropyl-1,2,4-oxadiazol-3-yl)octahydrocyclopenta[c]pyrrole